ClC=1N=C(C2=C(N1)CCS2)NC2(CCC2)C 2-chloro-N-(1-methylcyclobutyl)-6,7-dihydrothieno[3,2-d]pyrimidin-4-amine